N1=CC(=CC(=C1)OC1=C(N=NN1)C(=O)O)C=1C=NC=CC1 5-([3,3'-bipyridin]-5-yloxy)-1H-1,2,3-triazole-4-carboxylic acid